N[C@H](C(=O)N1[C@H]2C[C@H]2C[C@H]1C#N)C12CC3(CC(CC(C1)C3)C2)O (1S,3S,5S)-2-[(2S)-2-amino-2-(3-hydroxy-tricyclo[3.3.1.13,7]dec-1-yl)-1-oxoethyl]-2-azabicyclo-[3.1.0]hexane-3-carbonitrile